bis(4-decylphenyl)amine C(CCCCCCCCC)C1=CC=C(C=C1)NC1=CC=C(C=C1)CCCCCCCCCC